N-[2-(2-aminoethoxy)ethyl]-4-[[3-[1-(2,2-difluoroethyl)-3-(trifluoromethyl)pyrazol-4-yl]imidazo[1,2-a]pyrazin-8-yl]amino]-2-methylbenzamide NCCOCCNC(C1=C(C=C(C=C1)NC=1C=2N(C=CN1)C(=CN2)C=2C(=NN(C2)CC(F)F)C(F)(F)F)C)=O